1-[1,3]Oxazolo[4,5-b]pyridin-2-yloctan-1-one O1C(=NC2=NC=CC=C21)C(CCCCCCC)=O